C(C1=CC=CC=C1)O[C@@H]1C[C@]2(N(C=3C(=NN=C(C3)C3=C(C(=CC=C3)F)OC)NC2=O)C1)CC (6aR,8R)-8-(benzyloxy)-6a-ethyl-2-(3-fluoro-2-methoxyphenyl)-6a,7,8,9-tetrahydro-pyrrolo[1',2':4,5]pyrazino[2,3-c]pyridazin-6(5H)-one